N,3-dimethyl-2-((S)-3-methyl-2-(methylamino)butyrylamino)butyl-Amide C[N-]CC(C(C)C)NC([C@H](C(C)C)NC)=O